3-((3-butyl-5-(4-fluorophenyl)-3-methyl-7-(methylthio)-1,1-dioxido-2,3,4,5-tetrahydro-1,5-benzothiazepin-8-yl)oxy)-2-hydroxypropanoic acid C(CCC)C1(CS(C2=C(N(C1)C1=CC=C(C=C1)F)C=C(C(=C2)OCC(C(=O)O)O)SC)(=O)=O)C